2-AMINO-5-(TRIFLUOROMETHYL)NICOTINALDEHYDE NC1=C(C=O)C=C(C=N1)C(F)(F)F